FC(C1=CC=C(C=C1)NC=1C(=NC=CN1)C=1CCN(CC1)C(=O)OC(C)(C)C)(F)F tert-butyl 4-(3-{[4-(trifluoromethyl)phenyl] amino}pyrazin-2-yl)-3,6-dihydro-2H-pyridine-1-carboxylate